FC1(CC(CCC1)N(C1=CC=CC=C1)C(CC1(CCN(CC1)C(=O)N1CCC2=CC=CC(=C12)F)C(=O)O)=O)F 4-[2-(N-[3,3-difluorocyclohexyl]anilino)-2-oxo-ethyl]-1-(7-fluoroindoline-1-carbonyl)piperidine-4-carboxylic acid